2-methylundecan-1-imine CC(C=N)CCCCCCCCC